2-(7-(3-chlorophenyl)-4-oxo-2-(pyrrolidine-1-carbonyl)furo[2,3-d]pyridazin-5(4H)-yl)-N-(2,2-difluorobenzo[d][1,3]dioxol-5-yl)-N-methylacetamide ClC=1C=C(C=CC1)C1=NN(C(C2=C1OC(=C2)C(=O)N2CCCC2)=O)CC(=O)N(C)C2=CC1=C(OC(O1)(F)F)C=C2